N1CC(C1)C1=CC=C(C=N1)CN1CC(C1)(C)OC(C)=O acetic acid 1-((6-(azetidin-3-yl) pyridin-3-yl) methyl)-3-methylazetidin-3-yl ester